2-(benzylamino)-3-((tert-butyldiphenylsilyl)oxy)propan-1-ol C(C1=CC=CC=C1)NC(CO)CO[Si](C1=CC=CC=C1)(C1=CC=CC=C1)C(C)(C)C